9-(4-hydroxybenzyl)-10-(4-Hydroxyphenyl)anthracene OC1=CC=C(CC=2C3=CC=CC=C3C(=C3C=CC=CC23)C2=CC=C(C=C2)O)C=C1